2-((4-(5-(5-methoxy-2-methyl-1,2,3,4-tetrahydroisoquinolin-7-yl)-1H-pyrrolo[2,3-b]pyridin-3-yl)-2-methylbut-3-yn-2-yl)oxy)ethan-1-ol COC1=C2CCN(CC2=CC(=C1)C=1C=C2C(=NC1)NC=C2C#CC(C)(C)OCCO)C